nonanic acid C(CCCCCCCC)(=O)O